Propylen glycol monomethyl ether acetat C(C)(=O)OC(COC)C